N[C@@H](CC1=CNC2=CC=CC=C12)C (R)-3-(2-aminopropyl)-1H-indole